3,7,11,15-tetra-methylhexadecan-3-ol CC(CC)(CCCC(CCCC(CCCC(C)C)C)C)O